N12CC3CCC(CC(C1)C3)C2 azatricyclo[4.3.1.13,8]Undecane